FC(C1OCCN(C1)C=1C=C2C=CC(=CC2=CC1)NC1CC2(C1)CC(C2)N)(F)F N2-(6-(2-(trifluoromethyl)morpholino)naphthalen-2-yl)spiro[3.3]heptane-2,6-diamine